NC=1C2=C(N=CN1)N(C(=C2C2=CC(=C(C=C2)OC2=NC=C(C=C2)F)F)C2=CC=C(C=C2)NC(C(=C)C)=O)C N-(4-(4-amino-5-(3-fluoro-4-((5-fluoropyridin-2-yl)oxy)phenyl)-7-methyl-7H-pyrrolo[2,3-d]pyrimidin-6-yl)phenyl)methacrylamide